1-(5-(4-acetylpiperazin-1-yl)-3-methylpyridin-2-yl)-N-(3-bromo-5-(methylsulfonamido)phenyl)-1H-pyrazole-4-carboxamide C(C)(=O)N1CCN(CC1)C=1C=C(C(=NC1)N1N=CC(=C1)C(=O)NC1=CC(=CC(=C1)NS(=O)(=O)C)Br)C